7,8-difluoro-1-(tributylstannyl)isoquinolin-3-amine FC1=CC=C2C=C(N=C(C2=C1F)[Sn](CCCC)(CCCC)CCCC)N